COC1=CC=CC(=N1)C(=O)NS(=O)(=O)C 6-methoxy-N-(methylsulfonyl)pyridine-2-carboxamide